(E)-1-methoxyprop-1-ene CO\C=C\C